Z-hexadecanal C(CCCCCCCCCCCCCCC)=O